2,5-Dimethyl-2,5-di(tert.-butylperoxy)hex-3-yn CC(C)(C#CC(C)(OOC(C)(C)C)C)OOC(C)(C)C